3,5-dichloro-2-hydroxy-N-(4-methoxy[1,1'-biphenyl]-3-yl)benzenesulfonamide ClC=1C(=C(C=C(C1)Cl)S(=O)(=O)NC=1C=C(C=CC1OC)C1=CC=CC=C1)O